FC(C1=NN2C(N=C(C=C2NCC2(CCC(CC2)NCC(C)(O)C)C2=CC=C(C=C2)F)C(F)(F)F)=C1)(F)F 1-((4-(((2,5-bis(trifluoromethyl)pyrazolo[1,5-a]pyrimidin-7-yl)amino)methyl)-4-(4-fluorophenyl)cyclohexyl)amino)-2-methylpropan-2-ol